C(C)OC(=O)C1=C(N(C2=CC(=C(C=C12)O)Cl)C=1C=NN(C1)CCC)CC 6-chloro-2-ethyl-5-hydroxy-1-(1-propyl-1H-pyrazol-4-yl)-1H-indole-3-carboxylic acid ethyl ester